2-methyl propylene adipate C(CCCCC(=O)O)(=O)O.CC(=C)C